C(\C=C\C=C/CCCCC)(=O)OCC (2e,4z)-ethyl 2,4-decadienoate